C(C)(=O)C=1C=C(C=CC1)NC(=O)NC=1C=C2C(N(C(=NC2=CC1)CN1CCCCC1)CCOC)=O 1-(3-acetylphenyl)-3-(3-(2-methoxyethyl)-4-oxo-2-(piperidin-1-ylmethyl)-3,4-dihydroquinazolin-6-yl)urea